FC1=CC=CC2=C1NC(=N2)C2N(C(C1=CC(=CC=C21)C2=CC=C(C=C2)C2CCN(CC2)C)=O)CC2=C(C=CC(=C2)F)O (7-Fluoro-1H-benzimidazol-2-yl)-(5-fluoro-2-hydroxy-phenylmethyl)-6-(4-(1-methyl-4-piperidyl)phenyl)isoindolin-1-one